2-((3-(2,6-dioxopiperidin-3-yl)-1-methyl-1H-indazol-7-yl)oxy)-N-(1-methyl-2-oxopiperidin-4-yl)acetamide O=C1NC(CCC1C1=NN(C2=C(C=CC=C12)OCC(=O)NC1CC(N(CC1)C)=O)C)=O